ClC1=C(C(=CC=C1)Cl)NC1=C(C=CC=C1)CC(=O)O [2-(2,6-dichlorophenylamino)phenyl]acetic acid